6-amino-5-((4-amino-1-(tert-butyl)-1H-pyrazolo[3,4-d]pyrimidin-3-yl)ethynyl)-N-methylpyridinamide NC1=C(C=CC(=N1)C(=O)NC)C#CC1=NN(C2=NC=NC(=C21)N)C(C)(C)C